6-amino-4-(3-amino-7-(3,3-dimethylbut-1-yn-1-yl)-1H-indazol-5-yl)nicotinonitrile NC1=NC=C(C#N)C(=C1)C=1C=C2C(=NNC2=C(C1)C#CC(C)(C)C)N